methyl 5-[2-[6-(11-hydroxyundecoxy)-2-naphthyl]ethynyl]-2-[6-[4-[2-[6-(11-hydroxyundecoxy)-2-naphthyl]ethynyl]-2-methoxycarbonyl-phenoxy]hexoxy]benzoate OCCCCCCCCCCCOC=1C=C2C=CC(=CC2=CC1)C#CC=1C=CC(=C(C(=O)OC)C1)OCCCCCCOC1=C(C=C(C=C1)C#CC1=CC2=CC=C(C=C2C=C1)OCCCCCCCCCCCO)C(=O)OC